C(C)C1=C(C=C(C=C1)C1=CC=CC=C1)F 4-ethyl-3-fluoro-1,1-biphenyl